N,N-dibenzylthiocarbamoyldithiohexane tantalum [Ta].C(C1=CC=CC=C1)N(C(=S)SSCCCCCC)CC1=CC=CC=C1